FC1(OC2=C(O1)C=CC(=C2)CO[C@@H](C(=O)NC2(CC2)C2=CC=C(C(=O)O)C=C2)C(C)C)F (R)-4-(1-(2-((2,2-difluorobenzo[d][1,3]dioxol-5-yl)methoxy)-3-methylbutanoylamino)cyclopropyl)benzoic acid